BrC=1C=C(C=NC1OC[C@H]1NS(N(C1)C)(=O)=O)NC(OC(C)(C)C)=O tert-butyl (S)-(5-bromo-6-((5-methyl-1,1-dioxido-1,2,5-thiadiazolidin-3-yl)methoxy)pyridin-3-yl)carbamate